2-((2-cyclopropyl-4-((1R,5S)-8-methyl-3,8-diazabicyclo[3.2.1]octan-3-yl)phenyl)amino)-4-((3-(2-oxo-1,3-oxazinan-3-yl)propyl)amino)pyrimidine-5-carbonitrile C1(CC1)C1=C(C=CC(=C1)N1C[C@H]2CC[C@@H](C1)N2C)NC2=NC=C(C(=N2)NCCCN2C(OCCC2)=O)C#N